N[C@H]1[C@@H]2N(C[C@H]1CC2)C(=O)C2=CC1=C(N(C(=N1)C=1N(C3=C(C=CC=C3C1)NCCC(C)(C)O)CC1CC1)C)C(=C2)OC ((1R,4R,7R)-7-amino-2-azabicyclo[2.2.1]heptan-2-yl)(2-(1-(cyclopropylmethyl)-7-((3-hydroxy-3-methylbutyl)amino)-1H-indol-2-yl)-7-methoxy-1-methyl-1H-benzo[d]imidazol-5-yl)methanone